(2R,3R,4S,5R)-5-(but-3-en-1-yl)tetrahydrofuran-2,3,4-triol C(CC=C)[C@@H]1[C@H]([C@H]([C@@H](O1)O)O)O